1-cyclopropyl-3,8-dimethyl-5-[[(1R)-1-[3-(trifluoromethyl)phenyl]ethyl]amino]imidazo[4,5-g]phthalazin-2-one C1(CC1)N1C(N(C=2C1=CC=1C(=NN=C(C1C2)N[C@H](C)C2=CC(=CC=C2)C(F)(F)F)C)C)=O